FC=1C=CC2=C(N=C(O2)NC=2OC3=C(N2)C=C(C=C3)C(C(=O)NCCOCCO)C)C1 2-(2-((5-fluorobenzo[d]oxazol-2-yl)amino)benzo[d]oxazol-5-yl)-N-(2-(2-hydroxyethoxy)ethyl)propanamide